FC(C(=O)S(=O)(=O)O)(C(C(C(C(C(C(F)(F)F)(F)F)(F)F)(F)F)(F)F)(F)F)F perfluorooctanoyl-sulfonic acid